ClC=1C=C(C=CC1)NC1=C2N=CN(C2=NC(=N1)N1CCOCC1)N=CC1=CC(=CC=C1)C N-(3-chlorophenyl)-9-((3-methylbenzylidene)amino)-2-morpholino-9H-purin-6-amine